5-((5-bromo-2-nitrophenyl)amino)-4-cyclopropylpentylmethanesulfonate BrC=1C=CC(=C(C1)NCC(CCCCS(=O)(=O)[O-])C1CC1)[N+](=O)[O-]